1-(4-(4-amino-(4-phenoxyphenyl)-1H-pyrazolo[3,4-d]pyrimidin-1-yl)piperidin-1-yl)-2-(dimethylamino)ethanone NC1=C2C(=NC=N1)N(N=C2C2=CC=C(C=C2)OC2=CC=CC=C2)C2CCN(CC2)C(CN(C)C)=O